isoleucyl-acrylamide N[C@@H]([C@@H](C)CC)C(=O)C(C(=O)N)=C